CC(C)(C=C)S(=O)(=O)C(C)(C=C)C (2-methylbut-3-en-2-yl) sulfone